(S)-5-(4-(difluoromethyl)-6-(tert-pentylamino)pyridin-3-yl)-N-(2-hydroxy-2-methylpropyl)-4-(2-methylpyrrolidine-1-carbonyl)thiazole-2-carboxamide FC(C1=C(C=NC(=C1)NC(C)(C)CC)C1=C(N=C(S1)C(=O)NCC(C)(C)O)C(=O)N1[C@H](CCC1)C)F